FC(C(=O)O)(F)F.CN1C(N(C2=C1C=C(C=C2)N2C[C@H](CC2)C2CCNCC2)C2C(NC(CC2)=O)=O)=O 3-{3-Methyl-2-oxo-5-[(3R)-3-(piperidin-4-yl)pyrrolidin-1-yl]-1,3-benzodiazol-1-yl}piperidine-2,6-dione trifluoroacetate